6-((R)-2-((3aS,5S,6aR)-5-(2-fluorophenoxy)-3a-hydroxyhexahydrocyclopenta[c]pyrrol-2(1H)-yl)-1-hydroxyethyl)benzo[d]thiazol-2(3H)-one FC1=C(O[C@@H]2C[C@@]3([C@@H](CN(C3)C[C@H](O)C3=CC4=C(NC(S4)=O)C=C3)C2)O)C=CC=C1